6-(4-Fluorophenyl)-8-methoxy-N-[(1-methyl-4-piperidyl)methyl]quinazolin-4-amine FC1=CC=C(C=C1)C=1C=C2C(=NC=NC2=C(C1)OC)NCC1CCN(CC1)C